N1(N=CN=C1)CCNC1=NC=C(C=C1C1=CC=CC=C1)NCC1=CC=CC=C1 N2-(2-(1H-1,2,4-triazol-1-yl)ethyl)-N5-benzyl-3-phenylpyridine-2,5-diamine